N-Vinyl-2-pyrrolidon C(=C)N1C(CCC1)=O